4-carbonyl-2-(4-(trifluoromethyl)phenyl)piperidine-1-carboxylic acid phenylmethyl ester C1(=CC=CC=C1)COC(=O)N1C(CC(CC1)=C=O)C1=CC=C(C=C1)C(F)(F)F